FC(CN1[C@@H](C=2NC3=CC=CC=C3C2C[C@H]1C)C1=C(C=C(C=C1)N1CCC2(CCN(CC2)C(=O)OC(C)(C)C)CC1)OC)F tertbutyl 9-(4-((1R,3R)-2-(2,2-difluoroethyl)-3-methyl-2,3,4,9-tetrahydro-1H-pyrido[3,4-b]indol-1-yl)-3-methoxyphenyl)-3,9-diazaspiro[5.5]undecane-3-carboxylate